[Si](C)(C)(C(C)(C)C)NS(=O)(=O)C=1C2=C(SC1)C=CS2 N-(tert-butyldimethylsilyl)thieno[3,2-b]thiophene-3-sulfonamide